C1(=CC(=CC=C1)[C@H]1[C@H](CN(CC1)C(=O)C1CC2(C1)NC(OC2)=O)C)C2=CC=CC=C2 rac-(2s,4s)-2-((3r,4r)-4-([1,1'-biphenyl]-3-yl)-3-methylpiperidine-1-carbonyl)-7-oxa-5-azaspiro[3.4]octan-6-one